N[C@@H](CO)C(F)(F)F (2S)-2-amino-3,3,3-trifluoropropan-1-ol